COC(C1=C(C=C(C=C1)CN1CCN(CC1)C1=C(C=C(C=C1)C#N)OC(F)F)F)=O methyl-4-((4-(4-cyano-2-(difluoromethoxy) phenyl) piperazin-1-yl) methyl)-2-fluorobenzoate